N-[1-(β-cyclohexylethyl)-4-piperidyl]propionanilide C1(CCCCC1)CCN1CCC(CC1)N(C1=CC=CC=C1)C(CC)=O